Tert-Butyl Peracetate C(C)(=O)OOC(C)(C)C